O=C1NC(CCC1N1C(N(C2=C1C=C(C(=C2)N2[C@@H](CN(CC2)CC(=O)OC(C)(C)C)C)F)C)=O)=O tert-butyl 2-[(3R)-4-[1-(2,6-dioxo-3-piperidyl)-6-fluoro-3-methyl-2-oxo-benzimidazol-5-yl]-3-methyl-piperazin-1-yl]acetate